(Z,Z)-Methyl docosa-13,16-dienoate C(CCCCCCCCCCC\C=C/C\C=C/CCCCC)(=O)OC